2-{[(2S)-4-{6-[(4-chloro-2-fluorobenzyl)oxy]-3-fluoropyridin-2-yl}-2-methylpiperazin-1-yl]methyl}-1-(2-methoxyethyl)-1H-benzimidazole-6-carboxylic acid ClC1=CC(=C(COC2=CC=C(C(=N2)N2C[C@@H](N(CC2)CC2=NC3=C(N2CCOC)C=C(C=C3)C(=O)O)C)F)C=C1)F